C(CCC)[Sn](\C=C/OCC)(CCCC)CCCC tributyl[(Z)-2-ethoxyethenyl]stannane